BrC1=C(C=C(C=C1)C(=O)N1CCN(CC1)C)[C@H]1NCCN(C1)C1=NC(=NC(=C1)N)N |r| (R/S)-(4-bromo-3-(4-(2,6-diaminopyrimidin-4-yl)piperazin-2-yl)phenyl)(4-methylpiperazin-1-yl)methanone